6-bromo-2,3,5,6-tetrahydro-7H-indeno[5,6-b]furan-7-one BrC1CC2=CC3=C(OCC3)C=C2C1=O